FC1=C(C=O)C=CC(=C1)OC1=C(C=CC=C1)F 2-fluoro-4-(2-fluorophenoxy)benzaldehyde